[Cl-].[Cl-].C[Si](=[Zr+2](C1C(=CC2=C(C(=C(C=C12)C(C)(C)C)OC)C1=CC=CC=C1)CC(C)C)C1C(=CC2=C(C(=C(C=C12)C(C)(C)C)OC)C1=CC=CC=C1)CC(C)C)C rac-dimethylsilanediyl-bis[2-isobutyl-4-phenyl-5-methoxy-6-tert-butylinden-1-yl]zirconium dichloride